BrC1=C(C=C2C(=NC(=NC2=C1F)Cl)N1CC2C=CC(C1)N2C(C)(C)C2=CC=CC=C2)Cl 7-bromo-2,6-dichloro-8-fluoro-4-(8-(2-phenylpropan-2-yl)-3,8-diazabicyclo[3.2.1]oct-6-en-3-yl)quinazoline